BrC1=CC(=C(C(=C1S(=O)(=O)N(CC1=C(C=CC=C1)C#N)CC(=O)N(CC1=CC(=CC(=C1)C1CC1)C1CC1)C1=C(C=C(C(=O)O)C=C1)OCC)F)F)F 4-(2-(6-bromo-N-(2-cyanobenzyl)-2,3,4-trifluorophenylsulfonamido)-N-(3,5-dicyclopropylbenzyl)acetamido)-3-ethoxybenzoic acid